(S)-2-Amino-2-((S)-3,3-difluorocyclohexyl)acetic acid HCl salt Cl.N[C@H](C(=O)O)[C@@H]1CC(CCC1)(F)F